CN1C(C(=C(C2=CC=CC(=C12)N1C(CCC1)=O)N1CCC(CC1)OC1=CC=C(C=C1)OC(F)(F)F)C#N)=O 1-methyl-2-oxo-8-(2-oxopyrrolidin-1-yl)-4-{4-[4-(trifluoromethoxy)phenoxy]piperidin-1-yl}-1,2-dihydroquinoline-3-carbonitrile